methyl myristate toluenesulfonate C(C1=CC=CC=C1)S(=O)(=O)O.C(CCCCCCCCCCCCC)(=O)OC